Ethyl ketopentenoate O=C(C=CC(=O)OCC)C